CS(=O)(=O)C1=CC=C(C=C1)N1N=C(C=C1C1=CC=CC=C1)CNC(=O)NC1=CC(=CC=C1)C(F)(F)F 1-[1-(4-Methanesulfonyl-phenyl)-5-phenyl-1H-pyrazol-3-ylmethyl]-3-(3-trifluoromethyl-phenyl)-urea